N1=C(N=CC=C1)C1(CC1)NC(=O)[C@@H]1CN(CC[C@H]1NC(=O)C1=NOC(=C1)C1=C(C(=C(C=C1)F)F)F)CC1CC1 (3R,4R)-1-Cyclopropylmethyl-4-{[5-(2,3,4-trifluoro-phenyl)-isoxazole-3-carbonyl]-amino}piperidine-3-carboxylic acid (1-pyrimidin-2-yl-cyclopropyl)-amide